N-(4-morpholinobutyl)benzamide O1CCN(CC1)CCCCNC(C1=CC=CC=C1)=O